2-((2R,4S)-1-propenoyl-4-(4-amino-3-((6,7-difluoro-1-methyl-1H-benzo[d]imidazol-5-yl)ethynyl)-1H-pyrazolo[4,3-c]pyridin-1-yl)pyrrolidin-2-yl)acetonitrile C(C=C)(=O)N1[C@H](C[C@@H](C1)N1N=C(C=2C(=NC=CC21)N)C#CC2=CC1=C(N(C=N1)C)C(=C2F)F)CC#N